3-(1'-oxo-1',9'-dihydro-7'H-spiro[piperidin-4,8'-pyrano[3,2-e]isoindole]-2'(3'H)-yl)piperidin-2,6-dione O=C1N(CC=2C=CC3=C(C12)CC1(CO3)CCNCC1)C1C(NC(CC1)=O)=O